Cl.Cl.CC1(CC1)C(=O)N1[C@@H](CCC1)C(=O)N 1-[(1-methylcyclopropyl)carbonyl]-L-prolinamide dihydrochloride